(3-(2-(4-fluorobenzyl)-2,6-dihydropyrrolo[3,4-c]pyrazol-5(4H)-yl)phenyl)(4-methylpiperazin-1-yl)methanone FC1=CC=C(CN2N=C3C(=C2)CN(C3)C=3C=C(C=CC3)C(=O)N3CCN(CC3)C)C=C1